NC=1N=C(SC1C(C1=CC=CC=C1)=O)N(C1=CC=C(C=C1)C)C(C(=O)N)C (N-(4-amino-5-benzoyl-thiazol-2-yl)-4-methyl-anilino)propanamide